1-(3-chlorophenyl)-3-[[2-(3-chlorophenyl)oxetan-2-yl]methyl]urea ClC=1C=C(C=CC1)NC(=O)NCC1(OCC1)C1=CC(=CC=C1)Cl